BrC=1C=2CC3C(C2C(=CC1)Cl)(C3)C3=CN=CN3 5-(5-bromo-2-chloro-6,6a-dihydro-1aH-cyclopropa[1,2-a]inden-1a-yl)-1H-imidazole